[4-[[(2-methoxypyridine-3-carbonyl)amino]methyl]phenyl]boronic acid COC1=NC=CC=C1C(=O)NCC1=CC=C(C=C1)B(O)O